C(\C=C\C(=O)O)(=O)O.NCCC(C(C)C)N1CC2(C1)CN(CC2)C=2N=CN=NC2OC2=C(C(=O)N(C(C)C)CC)C=C(C=C2)F 2-((5-(2-(1-amino-4-methylpent-3-yl)-2,6-diazaspiro[3.4]oct-6-yl)-1,2,4-triazin-6-yl)oxy)-N-ethyl-5-fluoro-N-isopropylbenzamide fumarate